OC(CCCCCCCCCCC(=O)NCCO)CCCCCC 12-hydroxy-N-(2-hydroxyethyl)octadecanoamide